5-((1R,4R)-2-oxa-5-azabicyclo[2.2.1]heptane-5-yl)-N-(3-(difluoromethyl)-1-(1-(4-(piperidin-4-yl)butyl)piperidin-4-yl)-1H-pyrazol-4-yl)pyrazolo[1,5-a]pyrimidine-3-Formamide [C@H]12OC[C@H](N(C1)C1=NC=3N(C=C1)N=CC3C(=O)NC=3C(=NN(C3)C3CCN(CC3)CCCCC3CCNCC3)C(F)F)C2